ClC1=C(C(=C(C=C1)NC(C)=O)F)I N-(4-chloro-2-fluoro-3-iodo-phenyl)acetamide